CC1(N2C3=NC=NC=C3C(NS(C3=CC=CC(NCCCC(C1)C2)=N3)(=O)=O)=O)C 12,12-dimethyl-2λ6-thia-3,7,9,11,18,23-hexaazatetracyclo[17.3.1.111,14.05,10]tetracosa-1(22),5,7,9,19(23),20-hexaene-2,2,4-trione